tert-butyl (5R)-7-[(1S)-1-tert-butoxycarbonyl-2-methyl-propyl]-6-oxo-2,7-diazaspiro[4.5]decane-2-carboxylate C(C)(C)(C)OC(=O)[C@H](C(C)C)N1C([C@@]2(CCN(C2)C(=O)OC(C)(C)C)CCC1)=O